S1C=NC(=C1)C=1N=NN(C1)[C@@H]1[C@H]([C@@H](SC=2C=NC(=C(C2)Br)C(F)(F)F)O[C@@H]([C@@H]1O)CO)O 5-bromo-6-trifluoromethyl-pyridin-3-yl 3-deoxy-3-[4-(4-thiazolyl)-1H-1,2,3-triazol-1-yl]-1-thio-alpha-D-galactopyranoside